3-[6-[4-[(2,2-dimethylpiperazin-1-yl)methyl]-1-piperidyl]pyrimidin-4-yl]-5-(1-methylcyclopropoxy)-1H-indazole CC1(N(CCNC1)CC1CCN(CC1)C1=CC(=NC=N1)C1=NNC2=CC=C(C=C12)OC1(CC1)C)C